1,4,9-dectriene C=CCC=CCCCC=C